ClC=1C=C2C(=NC=NC2=CC1C1=C2CCCNC2=CC=C1)N1CCN(CC1)C(C=C)=O 1-(4-(6-chloro-7-(1,2,3,4-tetrahydro-quinolin-5-yl)quinazolin-4-yl)piperazin-1-yl)prop-2-en-1-one